NC1=CC(=C(C=C1)N1C(C=C(C=C1)OCCOC1CCN(CC1)C(=O)OC(C)(C)C)=O)C=1C2=C(C(N(C1)C)=O)NC=C2 tert-butyl 4-[2-[[1-[4-amino-2-(6-methyl-7-oxo-1H-pyrrolo[2,3-c]pyridin-4-yl)phenyl]-2-oxo-4-pyridyl]oxy]ethoxy]piperidine-1-carboxylate